C1(=O)NCC2=CC=CC=C12 2-Azaphthalide